(2R,3S)-2-(3-(7-bromo-1H-imidazo[4,5-c]pyridin-1-yl)propyl)piperidin-3-ol BrC=1C2=C(C=NC1)N=CN2CCC[C@H]2NCCC[C@@H]2O